C1(CCC1)OC1=CC=C2C=CNC2=C1 6-(Cyclobutoxy)-1H-indole